3-(naphthalene-2-yl)-6-(methylsulfonyl)-1-((2-(trimethylsilyl)ethoxy)methyl)-1H-pyrazolo[3,4-d]pyrimidine-4-carbonitrile C1=C(C=CC2=CC=CC=C12)C1=NN(C2=NC(=NC(=C21)C#N)S(=O)(=O)C)COCC[Si](C)(C)C